C(C)(C)C=1C2=C(NC1C=1C=C(C=3N(C1)N=CN3)OC)SC(=C2C)C2CCN(CC2)C(=O)OC(C)(C)C tert-butyl 4-(4-isopropyl-5-(8-methoxy-[1,2,4]triazolo[1,5-a]pyridin-6-yl)-3-methyl-6H-thieno[2,3-b]pyrrol-2-yl)piperidine-1-carboxylate